FC(S(=O)(=O)N1C[C@@H]([C@H](C1)C)NC(CC=1N=CC2=CC=C(C=C2C1)C1=NC(=CC=C1)N1C[C@@H](O[C@@H](C1)C)C)=O)F N-((3R,4S)-1-((difluoromethyl)sulfonyl)-4-methylpyrrolidin-3-yl)-2-(6-(6-((cis)-2,6-dimethylmorpholino)pyridin-2-yl)isoquinolin-3-yl)acetamide